OC=1C=CC=C(C(=O)O)C1 5-hydroxylbenzoic acid